2-(Dimethylamino)ethylmethacrylat CN(CCOC(C(=C)C)=O)C